fluoro-3β,7β-dihydroxy-5β-cholanic acid FC(C(=O)O)C[C@@H](C)[C@H]1CC[C@H]2[C@@H]3[C@H](C[C@@H]4C[C@H](CC[C@]4(C)[C@H]3CC[C@]12C)O)O